ClC1=C(CNS(=O)(=O)C2=CC=C(C=C2)NC(=O)NCC=2C=NNC2)C=CC=C1 N-(2-Chloro-benzyl)-4-[3-(1H-pyrazol-4-ylmethyl)-ureido]-benzenesulfonamide